F[Sb-](F)(F)(F)(F)F.C(CCCCCCCCCCC)C1=C(C=CC=C1)[I+]C1=C(C=CC=C1)CCCCCCCCCCCC Di(dodecylphenyl)-iodonium hexafluoroantimonate